((R)-1-(3-amino-5-(trifluoromethyl)phenyl)ethyl)-7-methoxy-2-methyl-6-(2-(((S)-tetrahydrofuran-3-yl)oxy)ethoxy)quinazolin-4-amine NC=1C=C(C=C(C1)C(F)(F)F)[C@@H](C)C1=C2C(=NC(=NC2=CC(=C1OCCO[C@@H]1COCC1)OC)C)N